FC=1C=C(C=CC1F)C(C)(C)N 2-(3,4-difluorophenyl)propan-2-amine